(1R,2S,3R,5R)-3-(4-amino-7H-pyrrolo[2,3-d]pyrimidin-7-yl)-5-(3-hydroxyphenyl)cyclopentane-1,2-diol tert-butyl-(R)-2-(chlorobenzylideneamino)-2-methylhexanoate C(C)(C)(C)C([C@@](C(=O)O)(C)N=C(C1=CC=CC=C1)Cl)CCC.NC=1C2=C(N=CN1)N(C=C2)[C@H]2[C@@H]([C@@H]([C@H](C2)C2=CC(=CC=C2)O)O)O